COC=1C=C(C=CC2=CSC=C2)C=C(C1C(=C)C)OC 3-(3,5-dimethoxy-4-(prop-1-en-2-yl)styryl)thiophene